CC1NCCC1C 2,3-dimethylpyrrolidin